C(C)(C)(C)OC(N[C@@H]1CN(CCC1)C1=CC(=C(C=C1)C(NC1=CC=C(C=C1)C)=O)[N+](=O)[O-])=O (S)-(1-(4-((4-methylphenyl)carbamoyl)-3-nitrophenyl)piperidin-3-yl)carbamic acid tert-butyl ester